C(#N)C(C(=O)OCC(CC)OC)=C 2-methoxybutyl cyanoacrylate